4-cyano-1-methoxy-5-methyl-pyrrolin-2(3H)-one C(#N)C1CC(N(C1C)OC)=O